OC1=C(C=C(C=C1)/C=C/C(=O)NCC(=O)N[C@@H](C)C(=O)N[C@H](CCC(=O)OC(C)(C)C)C(=O)OCC)OC 5-(tert-butyl) 1-ethyl ((E)-3-(4-hydroxy-3-methoxyphenyl)acryloyl)glycyl-L-alanyl-D-glutamate